(±)-tert-butyl-2-(hydroxy)-spiro[3.5]nonane C(C)(C)(C)C1C(CC12CCCCC2)O